5-(4,4,5,5-tetramethyl-1,3,2-dioxaborolan-2-yl)pyridin-2(1H)-one CC1(OB(OC1(C)C)C=1C=CC(NC1)=O)C